(5S,8R)-5-fluoro-8-hydroxy-8-(hydroxymethyl)-N-(2,3,4-trifluorobenzyl)-5,6,7,8-tetrahydroquinoline-5-carboxamide F[C@@]1(C=2C=CC=NC2[C@](CC1)(CO)O)C(=O)NCC1=C(C(=C(C=C1)F)F)F